91-cis-9-Hexadecenoic acid C(CCCCCCCC=CCCCCCC)(=O)O